4-(4-bromo-2,5-difluorophenyl)butanoic acid BrC1=CC(=C(C=C1F)CCCC(=O)O)F